C[C@](N(C)C)(CCCCN)C(=O)O TRIMETHYL-LYSINE